COC(=O)C=1C=NC=C(C1)C(=O)N1CCN(CC1)C1C=2C=CC=CC2CCC=2C=CC=CC12.C(C)(CC)S(=O)N1C(CCCC1)C=1NC(=CN1)C1=CC=C(C=C1)C 1-(sec-butylsulfinyl)-2-(5-(p-tolyl)-1H-imidazol-2-yl)piperidine methyl-5-[4-(2-tricyclo[9.4.0.03,8]pentadeca-1(11),3(8),4,6,12,14-hexaenyl)piperazine-1-carbonyl]pyridine-3-carboxylate